FC1=CC(=C(C=C1)NC=1C2=C(N=CN1)C=C(N2C)C(=O)O)OC(C)C 4-{[4-fluoro-2-(prop-2-yloxy)phenyl]amino}-5-methyl-5H-pyrrolo[3,2-d]pyrimidine-6-carboxylic acid